3-bromo-5-methyl-2-(trifluoromethyl)-phenylacetic acid BrC=1C(=C(C=C(C1)C)CC(=O)O)C(F)(F)F